4,6,7-trifluoro-1H-indole-2-carboxylate FC1=C2C=C(NC2=C(C(=C1)F)F)C(=O)[O-]